C(C1=CC=CC=C1)OC=1C(C(=CN2N(CN(C(C21)=O)[C@H](CO)C=C)C(C)C=C)C(=O)NCC2=C(C=C(C=C2)F)F)=O 5-(benzyloxy)-1-(but-3-en-2-yl)-N-(2,4-difluorobenzyl)-3-((S)-1-hydroxyBut-3-en-2-yl)-4,6-dioxo-2,3,4,6-tetrahydro-1H-pyrido[2,1-f][1,2,4]Triazine-7-carboxamide